(((5s,7r)-7-(fluoromethyl)-3-(5-(2-hydroxyprop-2-yl)pyrazin-2-yl)-2-oxo-1-oxa-3-azaspiro[4.5]decan-7-yl)methyl)-1H-benzo[d]imidazole-6-carbonitrile FC[C@]1(C[C@]2(CN(C(O2)=O)C2=NC=C(N=C2)C(C)(C)O)CCC1)CN1C=NC2=C1C=C(C=C2)C#N